2-(2,6-dioxo-3-piperidyl)-5-[2-[4-(4-nitrophenyl)piperazin-1-yl]-7-azaspiro[3.5]nonan-7-yl]isoindoline-1,3-dione O=C1NC(CCC1N1C(C2=CC=C(C=C2C1=O)N1CCC2(CC(C2)N2CCN(CC2)C2=CC=C(C=C2)[N+](=O)[O-])CC1)=O)=O